4-HYDROXYQUINOLINE-6-CARBOXALDEHYDE OC1=CC=NC2=CC=C(C=C12)C=O